C(C)N1C[C@@H](CC1)NC(=O)C=1N(C=C(N1)NC(=O)C=1C=CC=2C=C3N(C(CNC3=O)C)C2N1)C N-(2-(((R)-1-ethylpyrrolidin-3-yl)carbamoyl)-1-methyl-1H-imidazol-4-yl)-9-methyl-6-oxo-6,7,8,9-tetrahydropyrido[3',2':4,5]pyrrolo[1,2-a]pyrazine-2-carboxamide